C(C)(=O)N(C(C)=O)C1=C(C=CC=C1Br)C(F)(F)F 2-(N,N-diacetyl)amino-3-bromobenzotrifluoride